COC([C@@H](N(CC1=CC=C(C=C1)C1=C(C=CC=C1)C1=NN=NN1C(C1=CC=CC=C1)(C1=CC=CC=C1)C1=CC=CC=C1)C(CCCC)=O)C(C)C)=O N-valeryl-N-((2'-(1-trityl-1H-tetrazole-5-yl)-[1,1'-biphenyl]-4-yl)methyl)-L-valine methyl ester